NC1=NC2=C(N1C)C=CC=C2NC2=C(C#N)C=CC(=C2)N(C)C 2-((2-amino-1-methyl-1H-benzo[d]imidazol-4-yl)amino)-4-(dimethylamino)benzonitrile